(4-(4-oxo-3,4-dihydro-phthalazin-1-yl)-2-(trifluoromethyl)benzyl)sulfamoyl-carbamic acid tert-butyl ester C(C)(C)(C)OC(NS(NCC1=C(C=C(C=C1)C1=NNC(C2=CC=CC=C12)=O)C(F)(F)F)(=O)=O)=O